CS(=O)(=O)CCCC(=O)O 4-(methylsulfonyl)butanoic acid